ClC=1C=CC(=NC1)C1=NC(=CC(=C1)C=1SC(=C(N1)C)C(=O)O)C#N 2-(5'-chloro-6-cyano-[2,2'-bipyridine]-4-yl)-4-methylthiazole-5-carboxylic acid